C(O)(=O)OCC1CCC(CC1)CO (1,4-cyclohexanedimethanol) carbonate